tert-butyl N-{2-[2-ethyl-7-({8-fluoro-2-methylimidazo[1,2-a]pyridin-6-yl}carbamoyl) indazol-4-yl]-5-methyl-1,3-dioxan-5-yl}carbamate C(C)N1N=C2C(=CC=C(C2=C1)C1OCC(CO1)(C)NC(OC(C)(C)C)=O)C(NC=1C=C(C=2N(C1)C=C(N2)C)F)=O